N-(3-(1-(3-chloro-4-fluorophenyl)-1H-pyrazol-4-yl)-5-fluorobenzyl)-8-cyclopentyl-7H-purine-6-carBoxamide ClC=1C=C(C=CC1F)N1N=CC(=C1)C=1C=C(CNC(=O)C2=C3NC(=NC3=NC=N2)C2CCCC2)C=C(C1)F